2-(piperidin-4-ylidene)acetonitrile N1CCC(CC1)=CC#N